ClC(C)C1=NC=C(C=C1F)F 2-(1-chloroethyl)-3,5-difluoropyridine